5-(1-(azetidin-1-yl)ethyl)-1-(1H-pyrazol-4-yl)-4,6,7,8-tetrahydro-3H-9-oxa-2-thia-4-azabenzo[cd]azulen-3-one N1(CCC1)C(C)C=1NC(C=2SC(=C3OCCCC1C23)C=2C=NNC2)=O